2-(1-Ethyl-1H-imidazol-4-yl)-5-(4,4,5,5-tetramethyl-1,3,2-dioxaborolan-2-yl)-1,8-naphthyridine C(C)N1C=NC(=C1)C1=NC2=NC=CC(=C2C=C1)B1OC(C(O1)(C)C)(C)C